1-Cyclopropyl-3-methyl-azetidin C1(CC1)N1CC(C1)C